FC=1C=C(C=NC1)C1CC2(CN(C2)C(=O)N2CC3(C2)NC(OC3)=O)C1 2-[6-(5-fluoro-3-pyridyl)-2-azaspiro[3.3]heptane-2-carbonyl]-7-oxa-2,5-diazaspiro[3.4]octan-6-one